titanium mono(ethylacetoacetate) diethoxide [O-]CC.[O-]CC.C(C)CC(CC(=O)[O-])=O.[Ti+3]